C[C@@H]1C[C@@H]2N(C=3N=CC(=CC13)C(F)(F)F)CCNC2 (5R,6aS)-5-methyl-3-(trifluoromethyl)-5,6,6a,7,9,10-hexahydro-8H-pyrazino[1,2-a][1,8]naphthyridin